(tert-Butoxycarbonyl)-2-(difluoromethyl)quinolin-7-yl trifluoromethanesulfonate FC(S(=O)(=O)OC1=CC=C2C=C(C(=NC2=C1)C(F)F)C(=O)OC(C)(C)C)(F)F